C(CC(CC)(C(=O)O)C(=O)O)(C(=O)O)C(=O)O 1,1,3,3-pentanetetracarboxylic acid